3-ethyl-2-benzofuran-1(3H)-thione C(C)C1OC(C2=C1C=CC=C2)=S